N-(2,5-difluoro-4-nitro-phenyl)carbamic acid tert-butyl ester C(C)(C)(C)OC(NC1=C(C=C(C(=C1)F)[N+](=O)[O-])F)=O